2,5-dimethylhexa-1,3,5-triene CC(=C)C=CC(=C)C